C(C1=CC=CC=C1)OC(=O)N[C@@H]1C(N2[C@@H](SCC1)CCC[C@H]2C(=O)OC)=O methyl (4S,7S,10aS)-4-(((benzyloxy)carbonyl)amino)-5-oxooctahydro-7H-pyrido[2,1-b][1,3]thiazepine-7-carboxylate